1-(4-(trifluoromethyl)phenyl)cyclobutyl 3-((1,1-dioxidothietan-3-yl)carbamoyl)but-3-enoate O=S1(CC(C1)NC(=O)C(CC(=O)OC1(CCC1)C1=CC=C(C=C1)C(F)(F)F)=C)=O